C(C1=CC=CC=C1)OC1=CC=C2C(C(OCC2=C1)C1=CC(=CC(=C1)C)F)C1=CC=C(C=C1)Br 7-(benzyloxy)-4-(4-bromophenyl)-3-(3-fluoro-5-methylphenyl)isochromane